C1(=CC=CC=C1)C(CS(=O)(=O)N(C)C)C 2-phenyl-N,N-dimethylaminosulfonyl-propane